[C@H]1(C(=O)NC(=O)N1)NC(=O)N The molecule is an optically active form of allantoin having (S)-(+)-configuration. It has a role as a mouse metabolite. It is an enantiomer of a (R)-(-)-allantoin.